(E)-4-((1-(benzo[b]thiophen-2-yl)ethylidene)amino)phenol S1C2=C(C=C1\C(\C)=N\C1=CC=C(C=C1)O)C=CC=C2